C1(=CC=CC2=CC=CC=C12)NC(C)=O N-(naphthalene-1-yl)acetamide